OC1CCN(CC1)C=1C=C2CN(C(C2=CC1)=O)C1C(NC(CC1)=O)=O 3-[5-(4-hydroxypiperidin-1-yl)-1-oxo-3H-isoindol-2-yl]piperidine-2,6-dione